C1(=CC=CC=C1)N1C2=CC=CC=C2C2=CC=3C(C=C12)=NC1=CC=CC(C13)C1=CC=CC=C1 5,11-diphenyl-5,11-dihydroindolo[2,3-b]carbazole